2-(3-chlorophenyl)-2-methyl-1-(naphthalen-2-yl)propyl (1-((4-amino-3,4-dioxo-1-(2-oxopyrrolidin-3-yl)butan-2-yl)amino)-3-cyclohexyl-1-oxopropan-2-yl)carbamate NC(C(C(CC1C(NCC1)=O)NC(C(CC1CCCCC1)NC(OC(C(C)(C)C1=CC(=CC=C1)Cl)C1=CC2=CC=CC=C2C=C1)=O)=O)=O)=O